2-(2,6-bis(benzyloxy)pyridin-3-yl)benzo[d]oxazole-6-carbaldehyde C(C1=CC=CC=C1)OC1=NC(=CC=C1C=1OC2=C(N1)C=CC(=C2)C=O)OCC2=CC=CC=C2